dimethylsilylene(tert-butylamino)(2-methyl-tetrahydro-s-indacene) C[Si](=C1C(C(C2=CC3=CC=CC3=CC12)NC(C)(C)C)C)C